FC(O\N=C(/C1=CC=CC=C1)\[C@@H]1C[C@H]([C@@H](CC1)NC)O)F (Z)-((1S,3R,4R)-3-hydroxy-4-(methylamino)cyclohexyl)(phenyl)methanone O-difluoromethyl oxime